4-(4-morpholino-7H-pyrrolo[2,3-d]pyrimidin-6-yl)-N-(2,2,2-trifluoro-1-(2-azaspiro[3.5]nonan-7-yl)ethyl)aniline O1CCN(CC1)C=1C2=C(N=CN1)NC(=C2)C2=CC=C(NC(C(F)(F)F)C1CCC3(CNC3)CC1)C=C2